5-(4-((3-ethyl-2,4-dioxo-1,2,3,4-tetrahydroquinazolin-7-yl)methyl)piperazin-1-yl)-6-fluoro-N-cyclopropylpyridinamide C(C)N1C(NC2=CC(=CC=C2C1=O)CN1CCN(CC1)C=1C=CC(=NC1F)C(=O)NC1CC1)=O